O[C@@H]1C[C@H](N(C1)C(=O)OC(C)(C)C)C(N[C@@H](CO)C1=CC=C(C=C1)C1=NC=CC=N1)=O tert-butyl (2S,4R)-4-hydroxy-2-[[(1R)-2-hydroxy-1-(4-pyrimidin-2-ylphenyl)ethyl]carbamoyl]pyrrolidine-1-carboxylate